NCCN1N=C(C(=C1)NC(=O)C=1C=NN2C1N=CC=C2)C=2C(=CC1=C(SCCN1)C2)OC(F)F N-(1-(2-aminoethyl)-3-(6-(difluoromethoxy)-3,4-dihydro-2H-benzo[b][1,4]thiazin-7-yl)-1H-pyrazol-4-yl)pyrazolo[1,5-a]pyrimidine-3-carboxamide